C1(CC1)C(=O)NC1=NC=CC(=C1)C1=CC(=C(CNC(OC(C)(C)C)=O)C=C1)C(F)(F)F tert-butyl (4-(2-(cyclopropanecarboxamido)pyridin-4-yl)-2-(trifluoromethyl)benzyl)carbamate